sodium 17-oxo-estra-1,3,5(10)-trien O=C1[C@]2(C)[C@@H](CC1)[C@@H]1CCC=3C=CC=CC3[C@H]1CC2.[Na]